N-((1R,3r,5S,6r)-3-(6-chloro-1H-indazol-4-yl)-3-hydroxybicyclo[3.1.0]hexan-6-yl)cyclopropanecarboxamide ClC1=CC(=C2C=NNC2=C1)C1(C[C@H]2C([C@H]2C1)NC(=O)C1CC1)O